2-(3,4-dichlorophenyl)-N-methyl-N-[(1R,2R)-2-pyrrolidin-1-ylcyclohexyl]acetamide ClC=1C=C(C=CC1Cl)CC(=O)N([C@H]1[C@@H](CCCC1)N1CCCC1)C